O1CCN(CC1)C(CN1C=NC2=CC=CC=C2C1=O)=O 3-(2-morpholino-2-oxoethyl)quinazolin-4(3H)-one